C1(CC1)COCC1=CC=CC(=N1)CN1N=NC(=C1)C1=CC(=NC(=N1)NC(COC)=O)C=1C=C(C#N)C=CC1 m-[6-(1-{[6-(cyclopropylmethoxymethyl)-2-pyridinyl]methyl}-1H-1,2,3-triazol-4-yl)-2-(2-methoxyacetylamino)-4-pyrimidinyl]benzonitrile